C(=C)(C)C1=CC=NC=2N1N=CC2 7-Isopropenylpyrazolo[1,5-a]pyrimidine